8-bromo-6-(2-fluorophenyl)spiro[benzo[f]imidazo[1,5-a][1,4]diazepine-4,1'-cyclohexane]-3-carboxylic acid BrC=1C=CC2=C(C(=NC3(CCCCC3)C=3N2C=NC3C(=O)O)C3=C(C=CC=C3)F)C1